1,4,7,10-tetra-azacyclododecaneN N1=CCNCCNCCNCC1